OCCCCN(C(OCCCC)=O)C butyl (4-hydroxybutyl)(methyl)carbamate